Racemic-tert-butyl 2-chloro-4-(2-methylazepan-1-yl)-5,7-dihydro-6H-pyrrolo[3,4-d]pyrimidine-6-carboxylate ClC=1N=C(C2=C(N1)CN(C2)C(=O)OC(C)(C)C)N2[C@@H](CCCCC2)C |r|